5-bromo-2-(4-methoxybenzyl)amino-N-(1-methyl-1H-pyrrolo[2,3-b]pyridin-4-yl)nicotinamide magnesium palmitate C(CCCCCCCCCCCCCCC)(=O)[O-].[Mg+2].BrC=1C=NC(=C(C(=O)NC2=C3C(=NC=C2)N(C=C3)C)C1)NCC1=CC=C(C=C1)OC.C(CCCCCCCCCCCCCCC)(=O)[O-]